4-acetyl-3-methylpiperidine-1-carboxylic acid tert-butyl ester C(C)(C)(C)OC(=O)N1CC(C(CC1)C(C)=O)C